C(C1=CC=CC=C1)N1CC2(CCCC3=CC=CC=C23)C1 1-benzylspiro[azetidine-3,1'-tetrahydronaphthalene]